CN1C(CCC1)C(C(=O)O)C 2-(1-methylpyrrolidin-2-yl)propionic acid